5-{2-amino-[1,2,4]triazolo[1,5-a]pyridin-7-yl}-2-methoxy-6-methyl-N-{[2-(oxacyclohex-4-yloxy)phenyl]methyl}pyridine-3-carboxamide NC1=NN2C(C=C(C=C2)C=2C=C(C(=NC2C)OC)C(=O)NCC2=C(C=CC=C2)OC2CCOCC2)=N1